FC1=CC=C(C=C1)C=1C=C(C=NC1)C(=O)NC1=C(C=CC(=C1)C(N[C@@H]1[C@H](CCCC1)O)=O)C 5-(4-fluorophenyl)-N-(5-{[(1S,2S)-2-hydroxycyclohexyl]carbamoyl}-2-methylphenyl)pyridine-3-carboxamide